N-(5-(3-fluorobenzyl)pyridin-2-yl)-2-methylpyrimidine-5-carboxamide FC=1C=C(CC=2C=CC(=NC2)NC(=O)C=2C=NC(=NC2)C)C=CC1